2-(2,4-dimethylphenyl)acetaldehyde O-methyl oxime CON=CCC1=C(C=C(C=C1)C)C